[C@H]12OC[C@H](N(C1)C1=CC=C(C=C1)NC1=NC=C(C(=N1)N1OCC[C@H]1C1=CC=CC=C1)C(F)(F)F)C2 N-(4-((1R,4R)-2-oxa-5-azabicyclo[2.2.1]heptan-5-yl)phenyl)-4-((S)-3-phenylisoxazolidine-2-yl)-5-(trifluoromethyl)pyrimidin-2-amine